ClC1=CC(=C2C=C(NC2=C1Cl)CCOC1OCCCC1)NC(OC(C)(C)C)=O tert-butyl N-[6,7-dichloro-2-(2-tetrahydropyran-2-yloxy ethyl)-1H-indol-4-yl]carbamate